C[Si]1(CCC(CC1)C1=CC=C(C=C1)B1OC(C(O1)(C)C)(C)C)C 1,1-dimethyl-4-(4-(4,4,5,5-tetramethyl-1,3,2-dioxaborolan-2-yl)phenyl)silinane